4-(5-hydroxy-4-(4-(piperazin-1-ylmethyl)phenyl)-4H-1,2,4-triazol-3-yl)-6-isopropyl-benzene-1,3-diol OC=1N(C(=NN1)C1=C(C=C(C(=C1)C(C)C)O)O)C1=CC=C(C=C1)CN1CCNCC1